1,1-dimethylethyl [(3R)-1-({2-[1-(2-hydroxyethyl)-1H-indol-2-yl]-1-methyl-1H-benzimidazol-5-yl}carbonyl)-3-piperidinyl]carbamate OCCN1C(=CC2=CC=CC=C12)C1=NC2=C(N1C)C=CC(=C2)C(=O)N2C[C@@H](CCC2)NC(OC(C)(C)C)=O